(2-((tert-butyldimethylsilyl)oxy)ethyl)-4-nitrobenzenesulfonamide [Si](C)(C)(C(C)(C)C)OCCC1=C(C=CC(=C1)[N+](=O)[O-])S(=O)(=O)N